5,5-difluoro-1-(pyridin-3-yl)-3-(trifluoromethyl)-4,5,6,7-tetrahydro-1H-indol-4-ol FC1(C(C=2C(=CN(C2CC1)C=1C=NC=CC1)C(F)(F)F)O)F